NC=1N=C(C(=NC1C1=C(C(=CC=C1)Cl)Cl)C(=O)N)N1CCC2(CCC[C@H]2N)CC1 (R)-5-amino-3-(1-amino-8-azaspiro[4.5]decan-8-yl)-6-(2,3-dichlorophenyl)pyrazine-2-carboxamide